4-propyl-5-ethoxycarbonyl-6-methyl-3,4-dihydropyrimidine-2(1H)-one C(CC)C1NC(NC(=C1C(=O)OCC)C)=O